BrC1=CN=C(O1)C1(OCCO1)C 5-Bromo-2-(2-methyl-1,3-dioxolan-2-yl)oxazole